C(C1=CC=CC=C1)OC1=CC=C(C=C1)C=1NC2=CC=CC=C2C1 2-(4-(benzyloxy)phenyl)-1H-indole